C1(CC1)C=1C(=C2C=CNC2=C(C1)C)C[C@H]1CCN(C1)C (3R,4S)-4-((5-cyclopropyl-7-methyl-1H-indol-4-yl)methyl)-1-methylpyrrolidin